N-(3-((1R,3R)-2,2-Dichloro-3-(3,4,5-trichlorophenyl)cyclopropane-1-carboxamido)-2,6-difluorophenyl)tetrahydrofuran-2-carboxamide ClC1([C@H]([C@@H]1C1=CC(=C(C(=C1)Cl)Cl)Cl)C(=O)NC=1C(=C(C(=CC1)F)NC(=O)C1OCCC1)F)Cl